BrC1=C2C=CNC2=C(C=C1)NC(C)=O 4-bromo-7-acetamidoindole